4-nitro-N-[(1S)-2,2,2-trifluoro-1-(hydroxymethyl)ethyl]benzenesulfonamide [N+](=O)([O-])C1=CC=C(C=C1)S(=O)(=O)N[C@H](C(F)(F)F)CO